C1(CCCCCCC1)C(C=1NC2=C(C(=NC(=C2)CN2CCN(CC2)C(=O)OC(C)(C)C)OC)N1)NC(=O)C=1N(N=CC1)C tert-Butyl 4-[(2-{cyclooctyl[(2-methylpyrazole-3-carbonyl)amino]methyl}-4-methoxy-1H-imidazo[4,5-c]pyridin-6-yl)methyl]piperazine-1-carboxylate